2-chloro-N-(2-thienylmethylcarbamoyl)acetamide ClCC(=O)NC(NCC=1SC=CC1)=O